C[C@H]1N(CCOC1)C=1C=C(C=2N(N1)C(=CN2)C2=CC=NN2)N2CCOCC2 (R)-3-methyl-4-(8-morpholino-3-(1H-pyrazol-5-yl)imidazo[1,2-b]pyridazin-6-yl)morpholine